CN(CCC=1C(=C(C=C(C1NC1=NC=C(C(=N1)C1=CNC2=CC(=CC=C12)OC)C(F)(F)F)OC)NC)[N+](=O)[O-])C (2-(dimethylamino)ethyl)-5-methoxy-N4-(4-(6-methoxy-1H-indol-3-yl)-5-(trifluoromethyl)pyrimidin-2-yl)-N1-methyl-2-nitrobenzene-1,4-diamine